N-[trans-4-(difluoromethyl)cyclohexyl]-4-(furo[3,2-c]pyridin-4-yl)benzamide FC([C@@H]1CC[C@H](CC1)NC(C1=CC=C(C=C1)C1=NC=CC2=C1C=CO2)=O)F